C(CCC)NC=1C2=C(N=C(N1)NC(=O)OC)C(=NN2CC2=C(C=C(C(=O)OC)C=C2)OC)I methyl 4-((7-(butylamino)-3-iodo-5-((methoxycarbonyl)amino)-1H-pyrazolo[4,3-d]pyrimidin-1-yl)methyl)-3-methoxybenzoate